Tert-Butyl 4-cyano-4-phenylpiperidine-1-carboxylate C(#N)C1(CCN(CC1)C(=O)OC(C)(C)C)C1=CC=CC=C1